O(C1=CC=CC=C1)C=1C=C(C=CC1)NS(=O)(=O)C1=CC=C(C=C1)NC(=O)NCC=1C=NC=CC1 1-{4-[(3-phenoxyphenyl)sulfamoyl]phenyl}-3-(pyridin-3-ylmethyl)urea